8,8'-(((1R,2S)-2-(hydroxymethyl)-cyclopropyl)azane-diyl)bis(N,N-didec-yloctanamide) OC[C@@H]1[C@@H](C1)N(CCCCCCCC(=O)N(CCCCCCCCCC)CCCCCCCCCC)CCCCCCCC(=O)N(CCCCCCCCCC)CCCCCCCCCC